7-(1H-pyrazol-5-yl)imidazo[1,5-b]Pyridazin-4-ol N1N=CC=C1C1=NC=C2N1N=CC=C2O